6-O-acetyl-2-azido-3,4-di-O-benzyl-2-deoxy-alpha-D-glucopyranose C(C)(=O)OC[C@@H]1[C@H]([C@@H]([C@H]([C@@H](O)O1)N=[N+]=[N-])OCC1=CC=CC=C1)OCC1=CC=CC=C1